C(C)OC(=O)C=1SC2=C(N1)C=CC(=C2)N2CCN(CC2)C 6-(4-methylpiperazin-1-yl)benzo[d]thiazole-2-carboxylic acid ethyl ester